NC=1C2=C(N=CN1)N(C(=C2C2=CC(=CC=C2)C(=O)N2CCCC2)C2=CC=C(C=C2)NC(C(=C)C)=O)C N-(4-(4-amino-7-methyl-5-(3-(pyrrolidine-1-carbonyl)phenyl)-7H-pyrrolo[2,3-d]pyrimidin-6-yl)phenyl)methacrylamide